(R)-N-(1-(3-(difluoromethyl)-2-fluorophenyl)ethyl)-1-(1-(difluoromethyl)cyclopropyl)-4-(((3-fluoro-1-methylazetidin-3-yl)methyl)amino)-6-oxo-1,6-dihydropyridine-3-carboxamide FC(C=1C(=C(C=CC1)[C@@H](C)NC(=O)C1=CN(C(C=C1NCC1(CN(C1)C)F)=O)C1(CC1)C(F)F)F)F